OCC1=NN=NN1C=1C=2N(C=C(C1)C(=O)NCC=1C=NC(=CC1)C)C(=CN2)C=2SC(=CC2)C 8-(5-(Hydroxymethyl)-1H-tetrazol-1-yl)-N-((6-methylpyridin-3-yl)methyl)-3-(5-methylthiophen-2-yl)imidazo[1,2-a]pyridine-6-carboxamide